2-hydroxy-3-(6-(oxazol-5-ylmethoxy)-3,4-dihydroisoquinolin-2(1H)-yl)propyl-1,2,3,4-tetrahydroisoquinoline-6-carboxamide OC(CC1NCCC2=CC(=CC=C12)C(=O)N)CN1CC2=CC=C(C=C2CC1)OCC1=CN=CO1